2-chloro-6-(trifluoromethyl)pyridine-4-carbaldehyde ClC1=NC(=CC(=C1)C=O)C(F)(F)F